2-ethyl-N-methyl-4-[[3-[1-prop-2-ynyl-3-(trifluoromethyl)pyrazol-4-yl]imidazo[1,2-a]pyrazin-8-yl]amino]benzamide C(C)C1=C(C(=O)NC)C=CC(=C1)NC=1C=2N(C=CN1)C(=CN2)C=2C(=NN(C2)CC#C)C(F)(F)F